5-fluoro-8-(4-fluorophenyl)-9-(5-methyl-5-phenyl-2,4-imidazolinedione-3-yl)-8,9-dihydro-2H-pyrido[4,3,2-de]phthalazine-3(7H)-one-7-carboxylic acid tert-butyl ester C(C)(C)(C)OC(=O)N1C(C(C2=NNC(C=3C=C(C=C1C23)F)=O)N2C(NC(C2=O)(C2=CC=CC=C2)C)=O)C2=CC=C(C=C2)F